FC(C1=CC=C(C=CC(=O)O)C=C1)(F)F Para-trifluoromethyl-cinnamic acid